(R)-1-((tertbutyldimethylsilyl)oxy)-3-(heptadecyloxy)propan-2-ol C(C)(C)(C)[Si](OC[C@@H](COCCCCCCCCCCCCCCCCC)O)(C)C